BrC=1C=CC2=C(C3C(O2)C3C(=O)O)C1 exo-5-bromo-1a,6b-dihydro-1H-cyclopropa[b][1]benzofuran-1-carboxylic acid